((3R,4S)-3-fluoropiperidin-4-yl)-2-(3-((2-methoxy-4-(methylsulfonyl)phenyl)amino)prop-1-yn-1-yl)-1-propyl-1H-indol-4-amine F[C@H]1CNCC[C@H]1C1=C(N(C=2C=CC=C(C12)N)CCC)C#CCNC1=C(C=C(C=C1)S(=O)(=O)C)OC